N'-(pyrazin-2-yl)prop-2-enehydrazide N1=C(C=NC=C1)NNC(C=C)=O